2-[6-(4-Chlorophenoxy)-2-(trifluoromethyl)-3-pyridyl]-1-(1,2,4-triazol-1-yl)propan-2-ol ClC1=CC=C(OC2=CC=C(C(=N2)C(F)(F)F)C(CN2N=CN=C2)(C)O)C=C1